6-[[2-methylsulfonyl-4-(trifluorometh-yl)phenyl]methyl]-2-azaspiro[3.3]heptane CS(=O)(=O)C1=C(C=CC(=C1)C(F)(F)F)CC1CC2(CNC2)C1